6-methyl-5-[1,2,4]oxadiazol-3-yl-2-oxo-1-(3-trifluoromethylphenyl)-1,2-dihydro-pyridine-3-carboxylic acid 4-methanesulfonyl-benzylamide CS(=O)(=O)C1=CC=C(CNC(=O)C=2C(N(C(=C(C2)C2=NOC=N2)C)C2=CC(=CC=C2)C(F)(F)F)=O)C=C1